3-(5-(difluoromethyl)-1,3,4-thiadiazol-2-yl)-8-((trans)-hexahydrofuro[3,4-c]pyridin-5(3H)-yl)-N-(1-methylcyclopropyl)imidazo[1,5-a]pyridine-6-sulfonamide FC(C1=NN=C(S1)C1=NC=C2N1C=C(C=C2N2C[C@H]1[C@H](CC2)COC1)S(=O)(=O)NC1(CC1)C)F